C(OC(C)Cl)(OCCOCCOCC)=O 1-chloroethyl (2-(2-ethoxyethoxy)ethyl) carbonate